FC1=C(CN2N=CC3=C2CN(C3)C(=O)OC(C)(C)C)C=CC(=C1)F tert-butyl 1-(2,4-difluorobenzyl)-4,6-dihydropyrrolo[3,4-c]pyrazole-5(1H)-carboxylate